4-[2-(6-methylpyridin-2-yl)-5,6-dihydro-4H-pyrrolo[1,2-b]pyrazol-3-yl]quinoline CC1=CC=CC(=N1)C=1C(=C2N(N1)CCC2)C2=CC=NC1=CC=CC=C21